(1R,2R,5R)-1'-(3-(3,4-dihydro-1,5-naphthyridin-1(2H)-yl)-1H-pyrazolo[3,4-b]pyrazin-6-yl)spiro[bicyclo[3.1.0]hexane-3,4'-piperidin]-2-amine N1(CCCC2=NC=CC=C12)C1=NNC2=NC(=CN=C21)N2CCC1(CC2)[C@@H]([C@@H]2C[C@@H]2C1)N